ClCCC(CO)O 4-chloro-1,2-butanediol